lauroyl-cystine C(CCCCCCCCCCC)(=O)C([C@@H](C(=O)O)N)SSC[C@@H](C(=O)O)N